C(N)(=O)C=1C(=NN2C1NCC[C@H]2C2C(CN(CC2)C(=O)OC(C)(C)C)(F)F)C2=CC=C(C=C2)OC2=CC=CC=C2 tert-butyl 4-((S)-3-carbamoyl-2-(4-phenoxyphenyl)-4,5,6,7-tetrahydropyrazolo[1,5-a]pyrimidin-7-yl)-3,3-difluoropiperidine-1-carboxylate